CN(C1=C(C2=CC=CC=C2C=C1)C=1C=C(C=CC1)C)C N,N-Dimethyl-1-(m-tolyl)naphthalen-2-amine